O=C1NC(CCC1NC1=C(C=C(C=C1)N1CCC(CC1)(O)CC(=O)O)F)=O 2-(1-(4-((2,6-dioxopiperidin-3-yl)amino)-3-fluorophenyl)-4-hydroxypiperidin-4-yl)acetic acid